COC1=C(C=CC(=C1)S(=O)(=O)C)NCC#CC=1N(C2=CC=CC(=C2C1)NC1CCN(CC1)C(=O)OC(C)(C)C)CC(F)(F)F tert-butyl 4-((2-(3-((2-methoxy-4-(methylsulfonyl)phenyl)amino)prop-1-yn-1-yl)-1-(2,2,2-trifluoroethyl)-1H-indol-4-yl)amino)piperidine-1-carboxylate